stearyl-diethylaminoacetic acid C(CCCCCCCCCCCCCCCCC)C(C(=O)O)N(CC)CC